2'-methoxyadenosine-3'-phosphate P(=O)(O)(O)O[C@H]1[C@]([C@@H](O[C@@H]1CO)N1C=NC=2C(N)=NC=NC12)(O)OC